2,5-furan-dicarboxylic acid O1C(=CC=C1C(=O)O)C(=O)O